C(CCCCCCC\C=C/C\C=C/CCCCC)N(NCCN(C)C)CCCCCCCC\C=C/C\C=C/CCCCC 2-(2,2-di((9z,12z)-octadeca-9,12-dien-1-yl)hydrazino)-N,N-dimethylethan-1-amine